3-((5-phenethyloxy-pyridin-2-yl)methylene)-6-(3-(4-fluorobenzoyl)benzylidene)piperazine-2,5-dione C(CC1=CC=CC=C1)OC=1C=CC(=NC1)C=C1C(NC(C(N1)=O)=CC1=CC(=CC=C1)C(C1=CC=C(C=C1)F)=O)=O